N[C@@H]1CN(CC[C@H]1F)C1=NC2=C(N1CC(=O)N(CC(F)(F)F)C)C=C(C=C2C#N)F 2-(2-((3R,4R)-3-amino-4-fluoropiperidin-1-yl)-4-cyano-6-fluoro-1H-benzo[d]imidazol-1-yl)-N-methyl-N-(2,2,2-trifluoroethyl)acetamide